(R)-N-(4-(4-amino-7-oxo-1-(1-pivaloylpyrrolidin-3-yl)-6,7-dihydro-1H-pyrrolo[2,3-d]pyridazin-3-yl)benzyl)-5-fluoro-2-methoxybenzamide NC=1C2=C(C(NN1)=O)N(C=C2C2=CC=C(CNC(C1=C(C=CC(=C1)F)OC)=O)C=C2)[C@H]2CN(CC2)C(C(C)(C)C)=O